C1(=CC=CC=C1)NCC[Si](OC)(OC)OC N-phenyl-aminoethyl-trimethoxysilane